CN1C(N(C2=C1C=NC(=C2)NC2=C(C=C(C=C2)OCC=2N(C(=CN2)[N+](=O)[O-])C)C)C2CCOCC2)=O 3-Methyl-6-((2-methyl-4-((1-methyl-5-nitro-1H-imidazol-2-yl)methoxy)phenyl)amino)-1-(tetrahydro-2H-pyran-4-yl)-1,3-dihydro-2H-imidazo[4,5-c]pyridin-2-one